(S)-2-(4-(4-fluoropyrazolo[1,5-a]pyridin-2-yl)-1,4,6,7-tetrahydro-5H-imidazo[4,5-c]pyridin-5-yl)-N,N,4-trimethylpyrimidine-5-carboxamide FC=1C=2N(C=CC1)N=C(C2)[C@H]2N(CCC1=C2N=CN1)C1=NC=C(C(=N1)C)C(=O)N(C)C